(S)-6-fluoro-N-methyl-2,3-dihydrobenzofuran-3-amine FC1=CC2=C([C@@H](CO2)NC)C=C1